silicon(IV) chloride [Si](Cl)(Cl)(Cl)Cl